5-cyclopropyl-N-[(4-methoxypyrimidin-5-yl)methyl]thiophene-3-carboxamide C1(CC1)C1=CC(=CS1)C(=O)NCC=1C(=NC=NC1)OC